ClC1=C(CCN(C1)C)C1=CC=C(C=C1)F 5-chloro-4-(4'-fluorophenyl)-N-methyl-1,2,3,6-tetrahydropyridine